CNC.CNC.CNC.CNC.[Zr] zirconium tetra(dimethyl-ammonia)